C(C)OC=CC1=C(C2=C(N=C(N=C2NC)N[C@H]2CN(CC2)C)N=C1OC)C (R)-6-(2-ethoxyvinyl)-7-methoxy-N4,5-dimethyl-N2-(1-methylpyrrolidin-3-yl)pyrido[2,3-d]pyrimidine-2,4-diamine